CP1(CC(=CC1)C)=O 1,3-Dimethyl-3-phospholen-1-oxid